NC1=NC=2C=C(C(=CC2C2=C1C=NN2C)C(=O)N(C)[C@H]2COCC1=C2C=CC(=C1)C#N)F 4-amino-N-((4R)-7-cyano-3,4-dihydro-1H-2-benzopyran-4-yl)-7-fluoro-N,1-dimethyl-1H-pyrazolo[4,3-c]quinoline-8-carboxamide